C(C=C)N(C(C(=O)OCC)=O)CC=1N=NC(=CC1)C1=CC=CC=C1 ethyl 2-(allyl((6-phenylpyridazin-3-yl)methyl)amino)-2-oxoacetate